[N-](S(=O)(=O)C(F)(F)F)S(=O)(=O)C(F)(F)F.C(CC)N1CCCC1 propyl-pyrrolidine bistrifluoromethanesulfonimide salt